C(C)C1=NN(C2=C1C(NCC1(CCOCC1)C2)=O)CC(COC(C2=CC(=CC=C2)C(=O)N2CCCCC2)=O)(C)C 3-(piperidine-1-carbonyl)benzoic acid [3-(3-ethyl-4-oxo-spiro[6,8-dihydro-5H-pyrazolo[4,3-c]azepin-7,4'-tetrahydropyran]-1-yl)-2,2-dimethyl-propyl] ester